FC=1C=CC(=C(C1)C=1C(=C(N(C1)C)C)C(=O)N(CC1=C(C(=CC=C1)OC)C)C1=CC=C(C=C1)O)C(=O)N1CC2=CC=CC=C2C[C@H]1CN1CCOCC1 (5-fluoro-2-{[(3S)-3-(morpholin-4-ylmethyl)-3,4-dihydroisoquinolin-2(1H)-yl]carbonyl}phenyl)-N-(4-hydroxyphenyl)-N-(3-methoxy-2-methylbenzyl)-1,2-dimethyl-1H-pyrrole-3-carboxamide